FC=1C=C(C=CC1CB1OC(C(O1)(C)C)(C)C)C=1N(C=C(N1)C(F)(F)F)C 2-[3-fluoro-4-[(4,4,5,5-tetramethyl-1,3,2-dioxaborolan-2-yl)methyl]phenyl]-1-methyl-4-(trifluoromethyl)imidazole